1-(1-(2-fluorobenzoyl)-1H-pyrrol-3-yl)-2-(pyridin-4-yl)ethan-1-one FC1=C(C(=O)N2C=C(C=C2)C(CC2=CC=NC=C2)=O)C=CC=C1